m-tolylurea C1(=CC(=CC=C1)NC(=O)N)C